FC1=C(C(=CC=C1NS(=O)(=O)C=1C=2CCC(C2C=C(C1)F)O)F)C=1C=C2C=NC(=NC2=CC1)NC1CCC(CC1)N(C(OCC1=CC=CC=C1)=O)C benzyl N-[4-({6-[2,6-difluoro-3-(6-fluoro-1-hydroxy-2,3-dihydro-1H-indene-4-sulfonamido)phenyl]quinazolin-2-yl}amino)cyclohexyl]-N-methylcarbamate